L-3-butenylmagnesium bromide C(CC=C)[Mg]Br